FC=1C(=CC(=NC1)OC)NC 5-fluoro-2-methoxy-N-methylpyridin-4-amine